2-(4-bromophenyl)-4-phenyl-3H-1,5-benzodiazepine BrC1=CC=C(C=C1)C=1CC(=NC2=C(N1)C=CC=C2)C2=CC=CC=C2